OC1=C(C=CC=C1)C1=CC2=C(N=N1)SC(=C2C)C2CCN(CC2)C2=NC=C(C=N2)C2CCN(CC2)C2=NOC(=C2)C(C(=O)O)C(C)C 2-{3-[4-(2-{4-[3-(2-hydroxyphenyl)-5-methylthieno[2,3-c]pyridazin-6-yl]piperidin-1-yl}pyrimidin-5-yl)piperidin-1-yl]-1,2-oxazol-5-yl}-3-methylbutanoic acid